NC1=CC(=C(C=C1)NC(C(C)N1C=C(C2=CC(=CC=C12)S(=O)(=O)N1CCCCC1)C)=O)C N-(4-amino-2-methyl-phenyl)-2-[3-methyl-5-(1-piperidylsulfonyl)indol-1-yl]propanamide